6-(difluoromethylsulfanyl)-4-[7-fluoro-2-(oxan-2-yl)indazol-4-yl]-2-[(4-methoxyphenyl)methoxy]-1,7-phenanthrolin-3-amine FC(F)SC=1C=C2C(=C(C(=NC2=C2C=CC=NC12)OCC1=CC=C(C=C1)OC)N)C=1C2=CN(N=C2C(=CC1)F)C1OCCCC1